CN1C2=C(OC[C@@H](C1=O)NC(OC(C)(C)C)=O)C=CC(=C2)OCC#C tert-butyl (S)-(5-methyl-4-oxo-7-(prop-2-yn-1-yloxy)-2,3,4,5-tetrahydrobenzo[b][1,4]oxazepin-3-yl)carbamate